NC1=C2C(=NC=N1)N(N=C2C=2NC1=CC(=CC=C1C2Cl)C(=O)NC2CC2)C2CCN(CC2)C 2-(4-amino-1-(1-methylpiperidin-4-yl)-1H-pyrazolo[3,4-d]pyrimidin-3-yl)-3-chloro-N-cyclopropyl-1H-indole-6-carboxamide